N-(2,6-dipropylpyridin-4-yl)-2-oxo-6-(trifluoromethyl)-1,2-dihydropyridine-3-carboxamide C(CC)C1=NC(=CC(=C1)NC(=O)C=1C(NC(=CC1)C(F)(F)F)=O)CCC